COCCOCC=1C=C(C=CC1)C=1SC=C(N1)C(=O)NC(C(=O)NC(C(=O)OC)=C)=C Methyl 2-(2-(2-(3-((2-methoxyethoxy)methyl)phenyl)thiazole-4-carboxamido)acrylamido)acrylate